2-amino-1-(1-phenyl-1H-pyrazol-5-yl)ethan-1-one hydrogen chloride Cl.NCC(=O)C1=CC=NN1C1=CC=CC=C1